2-(1H-imidazol-1-yl)-N-(octahydro-1H-inden-5-yl)isonicotinamide N1(C=NC=C1)C=1C=C(C(=O)NC2CC3CCCC3CC2)C=CN1